N-cyclopropyl-1-(4-[(2,6-difluorophenyl)carbamoyl]-2-fluoro-5-{[(2S)-1,1,1-trifluoroprop-2-yl]oxy}phenyl)-4-ethyl-5-oxo-4,5-dihydro-1H-1,2,4-triazole-3-carboxamide C1(CC1)NC(=O)C1=NN(C(N1CC)=O)C1=C(C=C(C(=C1)O[C@H](C(F)(F)F)C)C(NC1=C(C=CC=C1F)F)=O)F